C(C)(=O)N(CCCCCNC(CCC(N(CCCCCNC(CCC(N(CCCCCNC(CCC(=O)N(O)CCCCCN)=O)O)=O)=O)O)=O)=O)O N1-[5-(acetylhydroxyamino)pentyl]-N26-(5-aminopentyl)-N26,5,16-trihydroxy-4,12,15,23-tetraoxo-5,11,16,22-tetraazahexacosanediamide